ClC=1C(=C(C(=CC1)N1N=NC(=C1)Cl)C=1C=CC(=NC1)C(CCOC(F)F)N1N=CC(=C1)C1=CC=C(C(=O)OC(C)(C)C)C=C1)F tert-Butyl 4-(1-(1-(5-(3-chloro-6-(4-chloro-1H-1,2,3-triazol-1-yl)-2-fluorophenyl)pyridin-2-yl)-3-(difluoromethoxy)propyl)-1H-pyrazol-4-yl)benzoate